N-ethyl-N-(3-fluoro-4-(7-oxo-7,8-dihydro-1,8-naphthyridin-4-yl)benzyl)sulfamide hydrochloride Cl.C(C)N(S(=O)(=O)N)CC1=CC(=C(C=C1)C1=CC=NC=2NC(C=CC12)=O)F